2-(2,5-dihydroxy-3-sulfobenzamido)pyridine OC1=C(C(=O)NC2=NC=CC=C2)C=C(C=C1S(=O)(=O)O)O